4-(3-chloro-4-fluoroanilino)-7-chloro-6-nitroquinazoline ClC=1C=C(NC2=NC=NC3=CC(=C(C=C23)[N+](=O)[O-])Cl)C=CC1F